COC1=CC=C(CS(=O)(=O)C2=NC=3N(C(N(C(C3N2C)=O)C)=O)C)C=C1 8-(4-methoxybenzylsulfonyl)-1,3,7-trimethyl-1H-purine-2,6(3H,7H)-dione